((2-chlorophenyl)amino)-3-((6-fluoro-2-methyl-1,2,3,4-tetrahydroisoquinolin-7-yl)amino)-1,2,4-triazine-6-carboxamide ClC1=C(C=CC=C1)NC=1N=C(N=NC1C(=O)N)NC1=C(C=C2CCN(CC2=C1)C)F